(1,1-dioxidobenzo[b]thiophen-3-yl)(4-methoxypiperidin-1-yl)methanone O=S1(C2=C(C(=C1)C(=O)N1CCC(CC1)OC)C=CC=C2)=O